C1(CCCC1)N(C(=O)N1CC=2C=CC(=NC2CC1)N1C2CN(CC1CC2)C(=O)OCC2=CC=CC=C2)CC benzyl 8-(6-(cyclopentyl (ethyl) carbamoyl)-5,6,7,8-tetrahydro-1,6-naphthyridin-2-yl)-3,8-diazabicyclo[3.2.1]octane-3-carboxylate